COCCOC1=C(C=O)C=C(C(=C1)C=O)OCCOC 2,5-bis(2-methoxyethoxy)terephthalaldehyde